C[C@]1(CCC[C@@]2([C@@H]1CC[C@]34[C@H]2CC[C@H](C3)C(=C)C4)C)C=O ent-kaurenal